ClC=1SC2=C(N1)C=C(C=C2)CO (2-chlorobenzo[d]thiazol-5-yl)methanol